CARBON CHROMIUM-NICKEL-MOLYBDENUM [Mo].[Ni].[Cr].[C]